C(C)(C)(C)OC(=O)N[C@H](C(=O)O)CCON/C(=N/C(=O)OC(C)(C)C)/NC(=O)OC(C)(C)C (2S)-2-{[(tert-butoxy)carbonyl]amino}-4-({[(E)-{[(tert-butoxy)carbonyl]amino}({[(tert-butoxy)carbonyl]imino})methyl]amino}oxy)butanoic acid